C(C)(C)(C)OC(=O)N[C@@H](C(C)C)C(=O)N[C@H](CC1=CN(C2=CC=CC=C12)C)C(=O)OCC ethyl Nα-((tert-butoxycarbonyl)-L-valyl)-1-methyl-D-tryptophanate